N-[(2S,3R)-4,4-difluoro-2-[(2-fluoro-3'-methyl[1,1'-biphenyl]-3-yl)methyl]-1-(1-hydroxycyclobutane-1-carbonyl)pyrrolidin-3-yl]ethanesulfonamide FC1([C@@H]([C@@H](N(C1)C(=O)C1(CCC1)O)CC=1C(=C(C=CC1)C1=CC(=CC=C1)C)F)NS(=O)(=O)CC)F